(S)-2-((S)-6-(t-butoxycarbonyl)-6-azaspiro[3.4]oct-7-yl)-2-(4-chlorophenyl)acetic acid C(C)(C)(C)OC(=O)N1CC2(CCC2)C[C@H]1[C@@H](C(=O)O)C1=CC=C(C=C1)Cl